O=C1NC=2C(=NC=C(C2)C(F)(F)F)N1[C@@H]1CN(CC1)C(=O)OC(C)(C)C tert-Butyl (S)-3-(2-oxo-6-(trifluoromethyl)-1,2-dihydro-3H-imidazo[4,5-b]pyridin-3-yl)pyrrolidine-1-carboxylate